(S)-2-(8-chloro-2-(benzofuran-6-carbonyl)-2,3-dihydro-1H-pyrrolo[3,2,1-ij]quinazoline-7-carboxamido)-3-(3-(methylsulfonyl)phenyl)propionic acid benzyl ester C(C1=CC=CC=C1)OC([C@H](CC1=CC(=CC=C1)S(=O)(=O)C)NC(=O)C=1C(=CC=2CN(CN3C2C1C=C3)C(=O)C3=CC1=C(C=CO1)C=C3)Cl)=O